1-[[3-fluoro-4-(5-(trifluoromethyl)-1,2,4-oxadiazol-3-yl)phenyl]methyl]-azepan-2-one FC=1C=C(C=CC1C1=NOC(=N1)C(F)(F)F)CN1C(CCCCC1)=O